N-[2,3-difluoro-4-[[(2S)-tetrahydrofuran-2-yl]methoxy]phenyl]-7-fluoro-6-[(3S)-pyrrolidin-3-yl]oxy-pyrido[3,2-d]pyrimidin-4-amine FC1=C(C=CC(=C1F)OC[C@H]1OCCC1)NC=1C2=C(N=CN1)C=C(C(=N2)O[C@@H]2CNCC2)F